ethyl 2-(azidomethyl)-6-cyclopropylimidazo[1,2-a]pyridine-8-carboxylate N(=[N+]=[N-])CC=1N=C2N(C=C(C=C2C(=O)OCC)C2CC2)C1